2,5-dimethyl-1-hepten-4-ol CC(=C)CC(C(CC)C)O